(1r,2s)-rel-1,2-cyclohexanedicarboxylate calcium salt [Ca+2].[C@@H]1([C@H](CCCC1)C(=O)[O-])C(=O)[O-] |o1:1,2|